((4-(((3s,4r)-3-hydroxytetrahydro-2H-pyran-4-yl)oxy)-5-(trifluoromethyl)pyrimidin-2-yl)amino)-N-methylbenzenesulfonamide O[C@H]1COCC[C@H]1OC1=NC(=NC=C1C(F)(F)F)NC1=C(C=CC=C1)S(=O)(=O)NC